[Sn].[B].[Fe].[Nd] neodymium iron boron tin